2-hydroxymethyl-5-bornene OCC1C2(C=CC(C1)C2(C)C)C